BrCC1=CC=CC=N1 6-bromomethylpyridine